zirconium dioxide ruthenium [Ru+3].[O-2].[O-2].[Zr+4]